C(C)(C)(C)OC(CC(C(=O)O)NC(=O)OC(C)(C)C)=O 4-(tert-butoxy)-2-{[(tert-butoxy)carbonyl]amino}-4-oxobutanoic acid